ClC=1N=C(SC1C1=CC2=C(C(=N1)N1CCOCC1)C(N(C2)[C@@H](C)C2CC2)=O)NC(C)=O (S)-N-(4-chloro-5-(2-(1-cyclopropylethyl)-4-morpholinyl-3-oxo-2,3-dihydro-1H-pyrrolo[3,4-c]pyridin-6-yl)thiazol-2-yl)acetamide